(R)-N-(1-(3-amino-5-(trifluoromethyl)phenyl)ethyl)-2-methyl-6-(prop-1-en-2-yl)-7-(pyrrolidin-1-yl)pyrido[2,3-d]pyrimidin-4-amine NC=1C=C(C=C(C1)C(F)(F)F)[C@@H](C)NC=1C2=C(N=C(N1)C)N=C(C(=C2)C(=C)C)N2CCCC2